COC1=CC=CC=C1CCCNCC2=CC=CC=C2 N-benzyl-3-(2-methoxyphenyl)propan-1-amine